(R)-[3,4-difluoro-2-(methoxymethoxy)phenyl]-[(3aR,4R,6R,6aR)-2,2-dimethyl-4-(4-methylpyrrolo[2,3-d]pyrimidin-7-yl)-3a,4,6,6a-tetrahydrofuro[3,4-d][1,3]dioxol-6-yl]methanol FC=1C(=C(C=CC1F)[C@@H](O)[C@H]1O[C@H]([C@H]2[C@@H]1OC(O2)(C)C)N2C=CC1=C2N=CN=C1C)OCOC